C1(CC1)C1=NC(=CC(=C1)C(=O)N1CC(C1)S(=O)C1=C(C=C(C=C1)S(=O)(=O)N)F)OCC1OC=CCC1 4-[1-[2-cyclopropyl-6-(oxacyclohexen-4-ylmethoxy)pyridine-4-carbonyl]azetidin-3-yl]sulfinyl-3-fluorobenzenesulfonamide